1-methylpyrazole-4-boronic acid CN1N=CC(=C1)B(O)O